C(C)(C)(C)OC(N(C)CCN(C)C1=C(C=C(C=C1)CO)F)=O (2-((2-fluoro-4-(hydroxymethyl)phenyl)(methyl)amino)ethyl)(methyl)carbamic acid tert-butyl ester